Tert-Butyl (R)-2-((5S,7S)-7-fluoro-5-phenyl-6,7-dihydro-5H-pyrrolo[1,2-b][1,2,4]triazole-2-carbonyl)pyrrolidine-1-carboxylate F[C@H]1C[C@H](N2N=C(N=C21)C(=O)[C@@H]2N(CCC2)C(=O)OC(C)(C)C)C2=CC=CC=C2